difluoro-3-(4-(6-fluoro-1H-indol-3-yl)furan-2-yl)-3-oxopropanoic acid FC(C(=O)O)(C(=O)C=1OC=C(C1)C1=CNC2=CC(=CC=C12)F)F